CC(C)(C)[S@@](=O)N[C@@H]1C\C=C/C[C@H](S[C@@H]2[C@@H]([C@H]([C@H]([C@@H]1O2)O)O)O)CN2CCCC2 (R)-2-methyl-N-((1R,3S,8R,9R,10R,11S,12R,Z)-10,11,12-trihydroxy-3-(pyrrolidin-1-ylmethyl)-13-oxa-2-thiabicyclo[7.3.1]tridec-5-en-8-yl)propane-2-sulfinamide